C(C)N=C=NCCCN(C)C N-ethyl-N'-(3-(dimethylamino)propyl)carbodiimide